OC=1C=C2CC[C@@H]([C@@H](C2=CC1)C1=CC=C(OCCCCCN2CCN(CC2)C=2C(=C3CN(C(C3=CC2)=O)C2C(NC(CC2)=O)=O)OC)C=C1)C1=CC=CC=C1 3-[5-[4-[5-[4-[(1R,2S)-6-hydroxy-2-phenyl-tetralin-1-yl]phenoxy]pentyl]piperazin-1-yl]-4-methoxy-1-oxo-isoindolin-2-yl]piperidine-2,6-dione